ClC=1C=C2C(C(=CN(C2=CC1N1[C@H](CCC1)COC1=NC=CC=C1C)C1(COC1)C)C(=O)O)=O (R)-6-chloro-1-(3-methyloxetan-3-yl)-7-(2-(((3-methylpyridin-2-yl)oxy)methyl)pyrrolidin-1-yl)-4-oxo-1,4-dihydroquinoline-3-carboxylic acid